Methyl (2-(phenylamino)ethyl) Fumarate Hydrochloride Cl.C(\C=C\C(=O)OCCNC1=CC=CC=C1)(=O)OC